C(CC)NC1=CC=C(C=C1)NCCC N,N'-di(n-propyl)-p-phenylenediamine